4-(4-(benzyloxy)-3-methoxyphenyl)-2-phenyl-5,7-dihydro-6H-benzo[b]pyrido[2,3-d]azepin-6-one C(C1=CC=CC=C1)OC1=C(C=C(C=C1)C1=CC(=NC=2C3=C(NC(CC21)=O)C=CC=C3)C3=CC=CC=C3)OC